3H-imidazo[4,5-b]Pyridine-2-d N1=C(NC2=NC=CC=C21)[2H]